BrC1=C(C(=CC(=C1)C(C(F)(F)F)(C(F)(F)F)F)Cl)NC(=O)C=1C=CC(=C(C1)NC(C1=C(C=C(C=C1)C#N)C)=O)C#N N-[5-[[[2-bromo-6-chloro-4-[1,2,2,2-tetrafluoro-1-(trifluoro-methyl)ethyl]phenyl]amino]carbonyl]-2-cyano-phenyl]-4-cyano-2-methyl-benzamide